1,3-bis(1H-pyrazol-4-yl)benzene N1N=CC(=C1)C1=CC(=CC=C1)C=1C=NNC1